methoxy-5-[[2-oxo-2-[(2R,5S)-5-methyl-2-[2-[rel-(3R,4S)-1,3-dimethyl-4-piperidyl]-1,3-benzothiazol-5-yl]-1-piperidyl]acetyl]amino]pyridine-3-carboxamide COC1=NC=C(C=C1C(=O)N)NC(C(N1[C@H](CC[C@@H](C1)C)C=1C=CC2=C(N=C(S2)[C@@H]2[C@H](CN(CC2)C)C)C1)=O)=O |o1:29,30|